C1(CC1)C=1N=CC2=C(N1)NC=C2C=2C=C(C=1N(C2)C=C(N1)C)F 2-Cyclopropyl-5-(8-fluoro-2-methylimidazo[1,2-a]pyridin-6-yl)-7H-pyrrolo[2,3-d]pyrimidine